Propantriol C(CC)(O)(O)O